FC(CN1N=CC2=CC=C(C=C12)COC1=CC=CC(=N1)C1CCN(CC1)[C@@H](C)C1=NC=2C(=NC(=CC2)C(=O)OC)N1C[C@H]1OCC1)F Methyl 2-((S)-1-(4-(6-((1-(2,2-difluoroethyl)-1H-indazol-6-yl) methoxy) pyridin-2-yl) piperidin-1-yl) ethyl)-3-(((S)-oxetan-2-yl) methyl)-3H-imidazo[4,5-b]pyridine-5-carboxylate